[N+](=[N-])=NC(C1=CC=CC=C1)=N diazobenzamidine